BrC=1C=C2C=C(C(=NC2=CC1)OC)C1=CC=C(C=C1)[N+](=O)[O-] 6-bromo-2-methoxy-3-(4-nitrophenyl)quinoline